(1,3-dichloro-2-propyl)phosphat ClCC(CCl)OP(=O)([O-])[O-]